(2-(4-(3-cyano-6-(1-methyl-1H-pyrazol-4-yl)pyrazolo[1,5-a]pyridin-4-yl)phenyl)-2-azaspiro[3.3]heptan-6-yl)acrylamide C(#N)C=1C=NN2C1C(=CC(=C2)C=2C=NN(C2)C)C2=CC=C(C=C2)N2CC1(C2)CC(C1)C(C(=O)N)=C